ClC=1C=C(C=CC1C(F)(F)F)C1=NC=C(C(=N1)N1CC(CC1)CNC(OC(C)(C)C)=O)N1C(CCC1)=O tert-butyl N-[[1-[2-[3-chloro-4-(trifluoromethyl)phenyl]-5-(2-oxopyrrolidin-1-yl)pyrimidin-4-yl]pyrrolidin-3-yl]methyl]carbamate